CN(C(SSC(N(C1=CC=CC=C1)C)=S)=S)C1=CC=CC=C1 dimethyldiphenylthiuram disulphide